(S)-2-((4-((2-hydroxy-1-phenylethyl)amino)-5-(5-(pyridin-3-yl)-1,3,4-oxadiazol-2-yl)pyridin-2-yl)amino)-6,7-dihydro-5H-pyrrolo[3,4-b]pyridin-5-one OC[C@H](C1=CC=CC=C1)NC1=CC(=NC=C1C=1OC(=NN1)C=1C=NC=CC1)NC1=CC=C2C(=N1)CNC2=O